FC(C(=O)O)(F)F.NCC=1C(NC(=CC1C)C)=O 3-(aminomethyl)-4,6-dimethyl-1H-pyridin-2-one trifluoroacetate